C1(CC1)N1N=C(C2=C1C(N(N=C2C)CC(=O)N[C@@H](C)C2=C(C=C(C=C2)C)F)=O)C (S)-2-(1-cyclopropyl-3,4-dimethyl-7-oxo-1,7-dihydro-6H-pyrazolo[3,4-d]pyridazin-6-yl)-N-(1-(2-fluoro-4-methylphenyl)ethyl)acetamide